C1(CC1)C1N(CCC2=C1NC1=CC=CC=C21)C(=O)[C@@H]2CC[C@H](CC2)CN(C(OC(C)(C)C)=O)C tert-Butyl (trans-4-(1-cyclopropyl-2,3,4,9-tetrahydro-1H-pyrido[3,4-b]indole-2-carbonyl)cyclohexyl)methyl(methyl)carbamate